methyl 2-((tert-butyloxycarbonyl)amino)-3-((1S,4R,5S)-3-oxo-2-azabicyclo[3.1.0]hex-4-yl)propanoate C(C)(C)(C)OC(=O)NC(C(=O)OC)C[C@H]1C(N[C@H]2C[C@@H]12)=O